F[C@H]1C[C@H](N(C1)C(CN1CCC(CC1)OC1=CC=NC2=CC=C(C=C12)C(F)(F)F)=O)C#N (2S,4S)-4-fluoro-1-[2-[4-[[6-(trifluoromethyl)-4-quinolinyl]oxy]-1-piperidinyl]acetyl]pyrrolidine-2-carbonitrile